3-methoxy-N-methyl-5-((3-(pyrimidin-5-yl)pyridin-2-yl)oxy)benzamide COC=1C=C(C(=O)NC)C=C(C1)OC1=NC=CC=C1C=1C=NC=NC1